N-methyl-1-(3-(tributylsilyl)phenyl)-N-((3-(tributylsilyl)phenyl)(2-(trifluoromethyl)phenyl)phosphaneyl)-1-(2-(trifluoromethyl)phenyl)phosphanamine CN(P(C1=C(C=CC=C1)C(F)(F)F)C1=CC(=CC=C1)[Si](CCCC)(CCCC)CCCC)P(C1=C(C=CC=C1)C(F)(F)F)C1=CC(=CC=C1)[Si](CCCC)(CCCC)CCCC